tert-butyl (R)-4-(2-(3-(3-((4-bromobenzyl)(cyclopropyl)carbamoyl)piperidin-1-yl)phenoxy)-2-methylpropanoyl)-1,4-diazepane-1-carboxylate BrC1=CC=C(CN(C(=O)[C@H]2CN(CCC2)C=2C=C(OC(C(=O)N3CCN(CCC3)C(=O)OC(C)(C)C)(C)C)C=CC2)C2CC2)C=C1